4-(methyl((2-oxo-4-(o-tolyl)-2H-chromen-7-yl)methyl)carbamoyl)cyclohexane-1-carboxylate CN(C(=O)C1CCC(CC1)C(=O)[O-])CC1=CC=C2C(=CC(OC2=C1)=O)C1=C(C=CC=C1)C